C(C)N1C2=NC(=NC(=C2N=C1)NCC=1C=NC(=CC1)C1=COC=C1)N(CCO)CCO 2,2'-((9-ethyl-6-(((6-(furan-3-yl)pyridin-3-yl)methyl)amino)-9H-purin-2-yl)azanediyl)bis(ethan-1-ol)